tert-butyl 7-(2-cyano-4-((5-((4-methoxybenzyl) oxy) pyridin-3-yl) oxy) phenyl)-2,7-diazaspiro[3.5]nonane-2-carboxylate C(#N)C1=C(C=CC(=C1)OC=1C=NC=C(C1)OCC1=CC=C(C=C1)OC)N1CCC2(CN(C2)C(=O)OC(C)(C)C)CC1